2-[1-[(2,3-difluorophenyl)methyl]-5-oxopyrrolidin-2-yl]-N-(dimethylsulfamoyl)acetamide FC1=C(C=CC=C1F)CN1C(CCC1=O)CC(=O)NS(N(C)C)(=O)=O